C[Si](C)(C)[NH-].[K+] Potassium (trimethylsilyl)amide